Tert-butyl 4-((1-(1-(2,6-dioxopiperidin-3-yl)-3-methyl-2-oxo-2,3-dihydro-1H-benzo[d]imidazole-5-yl)azetidin-3-yl)methyl)piperidine-1-carboxylate O=C1NC(CCC1N1C(N(C2=C1C=CC(=C2)N2CC(C2)CC2CCN(CC2)C(=O)OC(C)(C)C)C)=O)=O